BrC(C(=O)OCC)C1=C(C(=CC(=C1)C1(OCCCC1)C)F)OC ethyl 2-bromo-2-(3-fluoro-2-methoxy-5-(2-methyltetrahydro-2H-pyran-2-yl)phenyl)acetate